C1(CCCCC1)NC(=O)C=1N=NC(=CC1)NC1C[C@@H]2[C@@H](CN(C2)CC2CCOCC2)C1 N-cyclohexyl-6-(((3aR,5s,6aS)-2-((tetrahydro-2H-pyran-4-yl)methyl)octahydrocyclopenta[c]pyrrol-5-yl)amino)pyridazine-3-carboxamide